NC1=NNC(=C1)C1=C(C=C(C=C1)C1C(CN(CC1)C(=O)OC(C)(C)C)F)OC tert-Butyl 4-[4-(3-amino-1H-pyrazol-5-yl)-3-methoxy-phenyl]-3-fluoro-piperidine-1-carboxylate